C[C@@H]1CNCC[C@@H]1[C@H](C)NC=1C=C(C=CC1C(F)(F)F)C1=NNC(O1)=O 5-[3-({(1S)-1-[(3S,4S)-3-methylpiperidin-4-yl]ethyl}amino)-4-(trifluoromethyl)phenyl]-1,3,4-oxadiazol-2(3H)-one